ethyl (S)-4-(6-methoxy-5-(3-((6-methoxy-2-((S)-4-methoxy-3-methyl-4-oxobutanoyl) isoindolin-5-yl) oxy) propoxy)benzo[b]thiophen-2-yl)-2-methyl-4-oxobutanoate COC=1C(=CC2=C(SC(=C2)C(C[C@@H](C(=O)OCC)C)=O)C1)OCCCOC=1C=C2CN(CC2=CC1OC)C(C[C@@H](C(=O)OC)C)=O